4-(4-isobutyrylpiperazin-1-yl)-1-(5-methyl-1,3,4-thiadiazol-2-yl)-1H-indazole-6-sulfonamide C(C(C)C)(=O)N1CCN(CC1)C1=C2C=NN(C2=CC(=C1)S(=O)(=O)N)C=1SC(=NN1)C